1,5-dimethyl-2-indolinone CN1C(CC2=CC(=CC=C12)C)=O